5'-isobutyryluridine C(C(C)C)(=O)C([C@@H]1[C@H]([C@H]([C@@H](O1)N1C(=O)NC(=O)C=C1)O)O)O